Cl.NCC(=O)O glycine hydrochloride